3-(N-(2-(3-hydroxy-3-methylazetidin-1-yl)-5-(trifluoromethyl)phenyl)sulfamoyl)-4-methoxybenzoic acid OC1(CN(C1)C1=C(C=C(C=C1)C(F)(F)F)NS(=O)(=O)C=1C=C(C(=O)O)C=CC1OC)C